N-[3-(7-{[(3S,4R)-3-fluoro-1-methylpiperidin-4-yl]amino}-3-(2,2,2-trifluoroethyl)pyrazolo[1,5-a]pyridin-2-yl)prop-2-yn-1-yl]-1-(2-hydroxyethyl)-1H-pyrazole-4-carboxamide F[C@H]1CN(CC[C@H]1NC1=CC=CC=2N1N=C(C2CC(F)(F)F)C#CCNC(=O)C=2C=NN(C2)CCO)C